NC=1C(=NC=CC1)N1CCN(CC1)[C@H]1CC2(CN(C2)C(=O)OCC)CC1 ethyl (6R)-6-[4-(3-amino-2-pyridyl) piperazin-1-yl]-2-azaspiro[3.4]octane-2-carboxylate